IC1=CC=C(C=C1)N1C(S(C=[C-]1)=O)S(=O)(=O)O 3-(4-iodophenyl)-2-sulfo-4-thiazolidone